CC1=C(C=C(C=C1)CC(=O)O)[C@H](CN[C@@H]([C@H]1CNC2=CC=CN=C2C1)C1=CC=CC=C1)C |&1:11| 2-(4-methyl-3-((R and S)-1-(((S)-phenyl((R)-1,2,3,4-tetrahydro-1,5-naphthyridin-3-yl)methyl)amino)propan-2-yl)phenyl)acetic acid